ClC=1C(=C(OCC(=O)O)C=C(C1CC1=C(C(=C(C=C1)O)C(=C)C1=CC=C(C=C1)F)F)Cl)F 2-(3,5-dichloro-2-fluoro-4-(2-fluoro-3-(1-(4-fluorophenyl)vinyl)-4-hydroxybenzyl)phenoxy)acetic acid